NC1=NC(=C(C=2N1N=C(N2)CC2=NN(C=C2)C)C2=C(N=CO2)C)C2=C(C#N)C=CC=C2 (5-amino-2-((1-methyl-1H-pyrazol-3-yl)methyl)-8-(4-methyl-oxazol-5-yl)-[1,2,4]triazolo[1,5-c]pyrimidin-7-yl)benzonitrile